N1=C(SC2=C1C=1CCOC1C=C2)N2C(NC(C2C#CC)CC)=O 1-(7,8-dihydrobenzofuro[4,5-d]thiazol-2-yl)-4-ethyl-5-(prop-1-yn-1-yl)imidazolidin-2-one